sodium 2-(2-(hydroxymethyl)phenyl)acetate OCC1=C(C=CC=C1)CC(=O)[O-].[Na+]